O1COC2=C1C=CC(=C2)N(C(=O)C2=CC(=NC=C2)N2N=C(C(=C2C(F)(F)F)Cl)C)C N-(1,3-benzodioxol-5-yl)-2-[4-chloro-3-methyl-5-(trifluoromethyl)pyrazol-1-yl]-N-methyl-pyridine-4-carboxamide